O-ethyl S-farnesyl thiocarbonate C(OCC)(SCC=C(C)CCC=C(C)CCC=C(C)C)=O